4-fluoro-1-(4-methoxybenzyl)-5-(trimethylstannyl)-1H-pyrazole FC=1C=NN(C1[Sn](C)(C)C)CC1=CC=C(C=C1)OC